N1(CCOCC1)C(=O)NC(C(=O)O)CCN(CCCCC1=NC=2NCCCC2C=C1)CCOC1=CC=CC=C1 2-(morpholine-4-carbonylamino)-4-[2-phenoxyethyl-[4-(5,6,7,8-tetrahydro-1,8-naphthyridin-2-yl)butyl]amino]butanoic acid